C(C1=CC=CC=C1)(C1=CC=CC=C1)=NC1=CC2=C(C(N(N=C2C(C)C)CC(=O)NC2=NC=CC=N2)=O)S1 2-[2-(Benzhydrylideneamino)-4-isopropyl-7-oxo-thieno[2,3-d]pyridazin-6-yl]-N-pyrimidin-2-yl-acetamide